C(C)(C)(C)[Si](OC1=C2CN(C(C2=CC=C1)=O)C1C(NC(CC1)=O)=O)(C)C 3-[4-(tert-butyl-dimethyl-silanyloxy)-1-oxo-1,3-dihydro-isoindol-2-yl]-piperidine-2,6-dione